ClC=1C=C2C(=NC(=NC2=C(C1C1=C(C=CC2=C1NN=N2)C)F)N2CC(C2)N(C)C)N2C[C@H](N(C[C@@H]2C)C(=O)OC(C)(C)C)C Tert-butyl (2R,5S)-4-(6-chloro-2-(3-(dimethylamino)azetidin-1-yl)-8-fluoro-7-(6-methyl-1H-benzo[d][1,2,3]triazol-7-yl)quinazolin-4-yl)-2,5-dimethylpiperazine-1-carboxylate